C(C)OC(=O)C1=NC(=NC(=C1N)C1=C2C=NNC2=CC=C1C)Cl 5-amino-2-chloro-6-(5-methyl-1H-indazol-4-yl)pyrimidine-4-carboxylic acid ethyl ester